3-VINYLTHIOPHENE C(=C)C1=CSC=C1